4,4'-(1-methylethylene)bis(2-allylphenol) CC(CC1=CC(=C(C=C1)O)CC=C)C1=CC(=C(C=C1)O)CC=C